C(C)(C)(C)C1N(CCC(C1)N1N=C(C(=C1)C=1C=C2CCC(C2=CC1)=O)C1=CC=NC=C1)C1CCNCC1 tert-butyl-4-(4-(1-oxo-2,3-dihydro-1H-inden-5-yl)-3-(pyridin-4-yl)-1H-pyrazol-1-yl)-1,4'-bipiperidine